FC(C(C)(C)O)(F)C=1C(=C(C=CC1)[C@@H](C)NC1=NC(=NC2=CC3=C(C=C12)C(C(N3C)=O)C)C)F 4-(((R)-1-(3-(1,1-difluoro-2-hydroxy-2-methylpropyl)-2-fluorophenyl)ethyl)amino)-2,6,8-trimethyl-6,8-dihydro-7H-pyrrolo[3,2-g]quinazolin-7-one